BrC1=CC=C(C(=N1)NC(=O)C1NC2CC2(C1)CC=1SC=C(N1)CC)C N-(6-bromo-3-methylpyridin-2-yl)-5-[(4-ethyl-1,3-thiazol-2-yl)methyl]-2-azabicyclo[3.1.0]hexane-3-carboxamide